3-(1-(6-p-toluenesulfonylimidazo[4,5-d]pyrrolo[2,3-b]pyridin-1(6H)-yl)piperidin-4-yl)propionitrile CC1=CC=C(C=C1)S(=O)(=O)N1C=CC=2C1=NC=C1C2N(C=N1)N1CCC(CC1)CCC#N